BrC1=C(C=2N(C=3CCC4(CC3C2C=C1)OCCO4)COCC[Si](C)(C)C)C(=O)O bromo-9'-(2-trimethylsilylethoxymethyl)spiro[1,3-dioxolane-2,6-7,8-dihydro-5H-carbazole]-1'-carboxylic acid